COC(NC[C@H]1CN(C(O1)=O)C1=CC(=C(C(=C1)F)N1CC2(CS(C2)=O)C1)F)=O (S)-((3-(3,5-difluoro-4-(2-oxo-2-thia-6-azaspiro[3.3]hept-6-yl)phenyl)-2-oxooxazolidin-5-yl)methyl)carbamic acid methyl ester